bis[3-(propyldimethoxysilyl)1,1,1,5,5,5-hexafluoro-2,4-pentanedione] platinum (II) [Pt+2].C(CC)[Si](C(C(C(F)(F)F)=O)C(C(F)(F)F)=O)(OC)OC.C(CC)[Si](C(C(C(F)(F)F)=O)C(C(F)(F)F)=O)(OC)OC